CN([C@H]1CN(CC1)C1=NC=C(C(=N1)OCC)C(=O)NC=1C=C(C=2N(C1)C=C(N2)C)F)C (R)-2-(3-(dimethylamino)pyrrolidin-1-yl)-4-ethoxy-N-(8-fluoro-2-methylimidazo[1,2-a]pyridin-6-yl)pyrimidine-5-carboxamide